3-(3-cyano-6-(1-methyl-1H-pyrazol-4-yl)pyrazolo[1,5-a]pyridin-4-yl)-N-((6-(4-fluoro-1H-pyrazol-1-yl)pyridin-3-yl)methyl)-1-(4-methoxybenzyl)-1H-pyrazole-5-carboxamide C(#N)C=1C=NN2C1C(=CC(=C2)C=2C=NN(C2)C)C2=NN(C(=C2)C(=O)NCC=2C=NC(=CC2)N2N=CC(=C2)F)CC2=CC=C(C=C2)OC